N1(CCC1)C=1C=C(C=CC1)N1C(=C2C(N(N=CC2=C1C)C12CC(C1)C2)=O)C 6-(3-(azetidin-1-yl)phenyl)-2-(bicyclo[1.1.1]pentan-1-yl)-5,7-dimethyl-2,6-dihydro-1H-pyrrolo[3,4-d]pyridazin-1-one